The molecule is a steroid glucuronide anion that is the conjugate base of 17-epiestriol 16-O-(beta-D-glucuronide) arising from deprotonation of the carboxylic acid function; major species at pH 7.3. It is a beta-D-glucosiduronate, a steroid glucosiduronic acid anion and a monocarboxylic acid anion. It is a conjugate base of a 17-epiestriol 16-O-(beta-D-glucuronide). C[C@]12CC[C@H]3[C@H]([C@@H]1C[C@H]([C@H]2O)O[C@H]4[C@@H]([C@H]([C@@H]([C@H](O4)C(=O)[O-])O)O)O)CCC5=C3C=CC(=C5)O